BrC1=CC=C(C=C1)C=1N(C(=CN1)C(F)(F)F)CC1=C(C=CC=C1)OC 2-(4-bromophenyl)-1-(2-methoxybenzyl)-5-(trifluoromethyl)-1H-imidazole